N[C@@H](C(=O)O)C1=COC=C1 (2R)-2-AMINO-2-(3-FURYL)ACETIC ACID